6-(2-((6,6-dimethyl-2,4-dioxo-3-azabicyclo[3.1.0]hexan-3-yl)methyl)thieno[3,2-b]pyridin-7-yl)-4-methyl-5-(pyrrolidin-3-ylamino)picolinonitrile dihydrochloride Cl.Cl.CC1(C2C(N(C(C12)=O)CC1=CC2=NC=CC(=C2S1)C1=C(C(=CC(=N1)C#N)C)NC1CNCC1)=O)C